Cl.Cl.N1(CCNCC1)C(=O)O piperazine-1-carboxylate bis-HCl salt